2-(4-(methoxymethyl)phenyl)-2-(((6-oxopyrimidin-1(6H)-yl)acetyl)amino)-N-(4-(trimethylsilyl)phenyl)acetamide COCC1=CC=C(C=C1)C(C(=O)NC1=CC=C(C=C1)[Si](C)(C)C)NC(CN1C=NC=CC1=O)=O